methyl 7-(2-methoxyphenyl)-4-(3-methoxyphenyl)-2-methyl-5-oxo-1,4,5,6,7,8-hexahydroquinoline-3-carboxylate COC1=C(C=CC=C1)C1CC(C=2C(C(=C(NC2C1)C)C(=O)OC)C1=CC(=CC=C1)OC)=O